Dimethylocta-2,6-dien CC(C=CCCC=CC)C